dibutyl (2,5-dihydroxyphenyl) phosphate P(=O)(OCCCC)(OCCCC)OC1=C(C=CC(=C1)O)O